(((3-(hydroxymethyl)-4-nitrobenzyl)oxy)methyl)cyclohexane-1-carboxylic acid OCC=1C=C(COCC2(CCCCC2)C(=O)O)C=CC1[N+](=O)[O-]